di-isobutyl trans-4-cyclohexene-1,2-dicarboxylate [C@@H]1([C@@H](CC=CC1)C(=O)OCC(C)C)C(=O)OCC(C)C